NC=1N=CC(=NC1C#CC1CCOCC1)C=1C=C(C=CC1C)C(C(=O)N)(C(F)(F)F)O 2-(3-(5-amino-6-((tetrahydro-2H-pyran-4-yl)ethynyl)pyrazin-2-yl)-4-methylphenyl)-3,3,3-trifluoro-2-hydroxypropanamide